COC1=CC=C(CN2S(C3=C(C2=O)C=CC=C3)(=O)=O)C=C1 (4-methoxybenzyl)benzo[d]isothiazol-3(2H)-one-1,1-dioxide